C(C)C1=NC(=NC=C1N)C(F)(F)F 4-ethyl-2-(trifluoromethyl)pyrimidin-5-amine